COC1=C2C(NC(=NC2=CC(=C1)OC)C1=CC=C(C=C1)N1CCC(CC1)CN1CC(N(C(C1)C)C=1C=C2CN(CC2=CC1F)C1C(NC(CC1)=O)=O)C)=O 5-(4-((1-(4-(5,7-dimethoxy-4-oxo-3,4-dihydroquinazolin-2-yl)phenyl)piperidin-4-yl)methyl)-2,6-dimethylpiperazin-1-yl)-2-(2,6-dioxopiperidin-3-yl)-6-fluoroisoindoline